2-(6-{5-chloro-2-[(oxolan-3-yl)amino]pyrimidin-4-yl}-1-oxo-2,3-dihydro-1H-isoindol-2-yl)-N-[(1S)-2-hydroxy-1-(3-methoxyphenyl)ethyl]-acetamide ClC=1C(=NC(=NC1)NC1COCC1)C1=CC=C2CN(C(C2=C1)=O)CC(=O)N[C@H](CO)C1=CC(=CC=C1)OC